C(=O)(OC(C)(C)C)C(C1=C(C=CC=C1)CC(=O)O)N 2-(Boc-aminomethyl)phenylacetic acid